5-nitro-1,3-diiminoisoindoline [N+](=O)([O-])C=1C=C2C(NC(C2=CC1)=N)=N